C(C)C1=CC=C(C=C1)C(C)=O 4'-Ethylacetophenone